3-[4-(4,4,5,5-tetramethyl-1,3,2-dioxaborolan-2-yl)-3-(trifluoromethyl)pyrazol-1-yl]propanenitrile CC1(OB(OC1(C)C)C=1C(=NN(C1)CCC#N)C(F)(F)F)C